3-benzyl-5-(pyridin-3-yl)-1-oxa-5-azaspiro[5.5]undec-7,10-diene-4,9-dione C(C1=CC=CC=C1)C1COC2(N(C1=O)C=1C=NC=CC1)C=CC(C=C2)=O